C1(CCCC1)CCC#N 3-cyclopentylpropanenitrile